COC1=NN(C=C1)C1=CC=CC=C1 (E)-3-methoxy-1-phenyl-1H-pyrazole